5-bromo-1-(4-fluorophenyl)-2-oxo-1,2-dihydropyridine-3-carboxylic acid methyl ester COC(=O)C=1C(N(C=C(C1)Br)C1=CC=C(C=C1)F)=O